7-bromo-2-(4-fluorobenzyl)isoindol-5-amine BrC1=CC(=CC2=CN(C=C12)CC1=CC=C(C=C1)F)N